O=C1NC(CCC1N1C(C2=CC=CC(=C2C1=O)N1CCC(CC1)N1CCC(CC1)C(=O)NC)=O)=O 1'-(2-(2,6-dioxopiperidin-3-yl)-1,3-dioxoisoindol-4-yl)-N-methyl-[1,4'-bipiperidine]-4-carboxamide